FC=1C=C(OC2=C(C(=C(C=C2)OC)[N+](=O)[O-])C)C=CC1F 1-(3,4-Difluorophenoxy)-4-methoxy-2-methyl-3-nitrobenzene